β-mercaptopropylmethyldiisopropoxy-silane SC(C[Si](OC(C)C)(OC(C)C)C)C